ClCC(=O)N1CC=2N=C(SC2C1)C1=C(C(=CC=C1)Cl)C 2-chloro-1-(2-(3-chloro-2-methylphenyl)-4H-pyrrolo[3,4-d]thiazol-5(6H)-yl)ethanone